BrC1=C(C=C(C=C1)Cl)N1C(=NNC1C)[C@H]1[C@H](O)[C@H]([C@@H](O)[C@H](O1)CO)N1N=NC(=C1)C=1SC=CN1 2-bromo-5-chloro-1-{3-{3-deoxy-3-[4-(2-thiazolyl)-1H-1,2,3-triazol-1-yl]-β-D-galactopyranosyl}-5-methyl-1H-1,2,4-triazol-4-yl}benzene